Cl.Cl.N1(CCNCC1)C1CC2=C(N(N=C2CC1)C1=NC=CC=C1)O 5-(piperazine-1-yl)-2-(pyridin-2-yl)-4,5,6,7-tetrahydro-2H-indazol-3-ol dihydrochloride